COC1=C(C=CC(=C1)CNC(CCCCC=CC(CC)C)=O)[O-] 2-methoxy-4-{[N-(8-methyl-1-oxodec-6-enyl)amino]methyl}phenolate